2-(6-nitro-1H-indazol-1-yl)acetonitrile [N+](=O)([O-])C1=CC=C2C=NN(C2=C1)CC#N